C(C)(C)(C)C=1C(NC2=CC(=CC(=C2C1)C)F)(C)C tert-butyl-7-fluoro-2,2,5-trimethylquinoline